OC=1C(=NC=C(C1\C=N\NC(C1=CC=NC=C1)=O)CO)C (E)-N'-((3-hydroxy-5-(hydroxymethyl)-2-methylpyridin-4-yl)methylene)isonicotinohydrazide